6-(Cyclopropanecarboxamido)-4-((1-ethyl-4-fluoro-7-methoxy-1H-indol-6-yl)amino)-N-(methyl-d3)nicotinamide C1(CC1)C(=O)NC1=NC=C(C(=O)NC([2H])([2H])[2H])C(=C1)NC1=CC(=C2C=CN(C2=C1OC)CC)F